COC1=C2C(=NC=C1)NC=C2C2=NC=NC=C2 4-(4-Methoxy-1h-Pyrrolo[2,3-B]pyridin-3-Yl)pyrimidin